calcium-magnesium fluoride [F-].[Mg+2].[Ca+2].[F-].[F-].[F-]